S1N(CC12NCC=C2)C(=O)[O-] thia-2,5-diazaspiro[3.4]oct-7-ene-2-carboxylate